Methyl (5-(((2-((2-acetyl-2-azabicyclo[2.2.1]heptan-5-yl)methoxy)pyridin-4-yl)methyl)amino)isoquinolin-1-yl)carbamate C(C)(=O)N1C2CC(C(C1)C2)COC2=NC=CC(=C2)CNC2=C1C=CN=C(C1=CC=C2)NC(OC)=O